2,4-diaminopyrimidin-5-ol dihydrochloride Cl.Cl.NC1=NC=C(C(=N1)N)O